COC([C@H](NC(\C=C\C1=CC(=C(C=C1)OCC1=C(C=CC=C1)F)OC)=O)[C@H](C)CC)=O ((E)-3-(4-((2-fluorobenzyl)oxy)-3-methoxyphenyl)acryloyl)-D-isoleucine methyl ester